9-fluoro-3-methyl-10-(pyridin-4-yl)-2H-[1,4]oxazino[2,3,4-ij]quinolin-7(3H)-one FC=1C=C2C(C=CN3C2=C(C1C1=CC=NC=C1)OCC3C)=O